6-((2-(2-isopropylphenyl)-8-oxo-7,8-dihydro-9H-purin-9-yl)methyl)-2-methyl-3,4-dihydroisoquinolin-1(2H)-one C(C)(C)C1=C(C=CC=C1)C1=NC=C2NC(N(C2=N1)CC=1C=C2CCN(C(C2=CC1)=O)C)=O